C[C@@H]1N(C[C@H](N(C1)[C@H](C)C=1C=C2N=CC(=NC2=CC1)C)C)C=1C=2C(N(C(C1)=O)C)=CN(N2)CC#N 2-(7-((2S,5R)-2,5-dimethyl-4-((R)-1-(2-methylquinoxalin-6-yl)ethyl)piperazin-1-yl)-4-methyl-5-oxo-4,5-dihydro-2H-pyrazolo[4,3-b]pyridin-2-yl)acetonitrile